FC=1C(=C(C=CC1F)[C@H]1[C@@H](O[C@]([C@H]1C)(C(F)(F)F)C)C(=O)NC1=CC(=NC=C1)C(=O)OC)OC(C)C |r| Methyl rac-(2R,3S,4S,5R)-4-[[3-(3,4-difluoro-2-isopropoxy-phenyl)-4,5-dimethyl-5-(trifluoromethyl)tetrahydrofuran-2-carbonyl]amino]pyridine-2-carboxylate